tert-butyl (R)-2-((((9H-fluoren-9-yl)methoxy)carbonyl)amino)-3-bromopropanoate C1=CC=CC=2C3=CC=CC=C3C(C12)COC(=O)N[C@H](C(=O)OC(C)(C)C)CBr